3-((5-(1-(2-fluoroethyl)-2-methyl-1H-benzo[d]imidazol-6-yl)-4-methoxypyrrolo[2,1-f][1,2,4]triazin-2-yl)amino)-2,2-dimethylpropanenitrile FCCN1C(=NC2=C1C=C(C=C2)C=2C=CN1N=C(N=C(C12)OC)NCC(C#N)(C)C)C